CN1N=NN=C1N1C(=NC2=C1C=CC=C2)OCC=2C(=NC=CC2)NCCCC(C)C (1-(1-Methyl-1H-tetrazol-5-yl)-1H-benzo[d]imidazol-2-yloxy)methyl-N-(4-methylpentyl)pyridin-2-amine